NC=1NC(C=2N(C(N(C2N1)[C@@H]1O[C@@H]([C@H]([C@H]1O)F)CO)=O)CC=1SC=CC1)=O 2-Amino-9-((2R,3S,4S,5R)-4-fluoro-3-hydroxy-5-(hydroxymethyl)tetrahydrofuran-2-yl)-7-(thiophen-2-ylmethyl)-7,9-dihydro-1H-purin-6,8-dion